2-[3-[1-[(quinazolin-4-yl)amino]ethyl]pyrazin-2-yl]thiazole-5-carbonitrile N1=CN=C(C2=CC=CC=C12)NC(C)C=1C(=NC=CN1)C=1SC(=CN1)C#N